C1(CC1)CN1N=C(C(=C1)C=1C2=C(N=CN1)C=C(C(=N2)NC(=O)[C@@]21CN(C[C@H]1C2)C)OC)C2=CC=CC=C2 (1S,5S)-N-(4-(1-(cyclopropylmethyl)-3-phenyl-1H-pyrazol-4-yl)-7-methoxypyrido[3,2-d]pyrimidin-6-yl)-3-methyl-3-azabicyclo[3.1.0]hexane-1-carboxamide